3-[1-(2,6-dioxo-3-piperidinyl)-3-methyl-2-oxo-benzoimidazol-5-yl]azetidine-1-carboxylic acid tert-butyl ester C(C)(C)(C)OC(=O)N1CC(C1)C1=CC2=C(N(C(N2C)=O)C2C(NC(CC2)=O)=O)C=C1